FC(CO)(F)C=1C(=C(C=CC1)[C@@H](C)NC=1C2=C(N=C(N1)C)N=C(C(=C2)N2CCS(CC2)(=O)=O)OC)F (R)-4-(4-((1-(3-(1,1-difluoro-2-hydroxyethyl)-2-fluorophenyl)ethyl)amino)-7-methoxy-2-methylpyrido[2,3-d]pyrimidin-6-yl)thiomorpholine 1,1-dioxide